FC1(CC(C1)CNC(C1=C(C=CC=C1)OC)=O)F N-((3,3-difluorocyclobutyl)methyl)-2-methoxybenzamide